CC(CC)C(C(=O)O)CCCC=C 2-(1-methylpropyl)-6-heptenoic acid